rac-(1R,5R)-bicyclo[3.1.0]hexane-1-carboxylic acid [C@@]12(CCC[C@@H]2C1)C(=O)O |r|